(1R,2R)-1-((2R,3R,4S,6R)-4-acetoxy-3-(2-acetoxyacetamido)-6-heptyl-6-(methoxycarbonyl)tetrahydro-2H-pyran-2-yl)-3-(2-(4-chlorophenyl)acetamido)propane-1,2-diyl diacetate C(C)(=O)O[C@H]([C@@H](CNC(CC1=CC=C(C=C1)Cl)=O)OC(C)=O)[C@@H]1O[C@](C[C@@H]([C@H]1NC(COC(C)=O)=O)OC(C)=O)(C(=O)OC)CCCCCCC